[Na].C(C)OC(=O)C1OC1C1=CC=C(C=C1)OCCOCC ethyl-3-[4-(2-ethoxyethoxy)phenyl]oxirane-2-carboxylate Sodium